ClC=1C=CC2=C(CC3(CC=4N2C(=NN4)C4CCC(CC4)(OC)CC)OCCO3)C1 8'-chloro-1'-(cis-4-ethyl-4-methoxycyclohexyl)-4'H,6'H-spiro[1,3-dioxolane-2,5'-[1,2,4]triazolo[4,3-a][1]benzazepine]